FC1=NN2C(N=CC3=C2C(CC3C(=O)O)(C)C)=C1F 2,3-difluoro-8,8-dimethyl-7,8-dihydro-6H-cyclopenta[e]pyrazolo[1,5-a]pyrimidine-6-carboxylic acid